FC=1C=C(C=C2C=C(C=NC12)N1CCOCC1)C=C 4-(8-fluoro-6-vinylquinolin-3-yl)morpholine